FC(S(=O)(=O)NC=1C=C(C=CC1)C(C)(C)NC(=O)C=1SC(=CN1)C1=NC(=CN=C1)OCC)F N-{2-[3-(difluoromethanesulfonamido)phenyl]propan-2-yl}-5-(6-ethoxypyrazin-2-yl)-1,3-thiazole-2-carboxamide